(7s,8as)-2-(2-methoxypyridin-4-yl)-7-(3-[[1,2,4]triazolo[1,5-a]pyridin-5-yl]propyl)-octahydropyrrolo[1,2-a]pyrazin-6-one COC1=NC=CC(=C1)N1C[C@H]2N(CC1)C([C@H](C2)CCCC2=CC=CC=1N2N=CN1)=O